4-(3-((2-((3-methyl-1-(1-methylpiperidin-4-yl)-1H-pyrazol-4-yl)amino)-5-(trifluoromethyl)pyridin-4-yl)amino)propyl)-1,4-oxazepan-5-one CC1=NN(C=C1NC1=NC=C(C(=C1)NCCCN1CCOCCC1=O)C(F)(F)F)C1CCN(CC1)C